C(C)(C)N(P(OCC1(CCN(CC1)C(CCCCCNC(CC1C2C=CC(C1)C2)=O)=O)COC(C2=CC=C(C=C2)OC)(C2=CC=C(C=C2)OC)C2=CC=C(C=C2)OC)OCCC#N)C(C)C (1-(6-(2-(bicyclo[2.2.1]hept-5-en-2-yl)acetamido)hexanoyl)-4-((tris(4-methoxyphenyl) methoxy)methyl)piperidin-4-yl)methyl (2-cyanoethyl) diisopropylphosphoramidite